ClC1=C(C=C(C(=C1)C1=NC=CC=C1)Cl)C1=NC=CC=C1 2,2'-(2,5-dichloro-1,4-phenylene)dipyridine